C(C)(C)(C)OC(=O)N1CCC(CC1)C=1C=C2C(=C(N(C2=CC1)C(=O)OCCl)C=1C(=C(C=2N(C1)N=CN2)C)C)C(C)C Chloromethyl 5-(1-(tert-butoxycarbonyl)piperidin-4-yl)-2-(7,8-dimethyl-[1,2,4]triazolo[1,5-a]pyridin-6-yl)-3-isopropyl-1H-indole-1-carboxylate